C(C)(=O)N1C=CC2=CC(=C(C=C12)NS(=O)(=O)C1=CC=C(C2=CC=CC=C12)NC(C1=C(C=CC=C1)C)=O)OC N-(4-(N-(1-acetyl-5-methoxyindol-6-yl)sulfamoyl)naphthalen-1-yl)-2-methylbenzamide